[SiH2]=[Hf](C1C(=CC2=C(C=CC=C12)C(C)(C)C)C)C1C(=CC2=C(C=CC=C12)C(C)(C)C)C silylene-bis(2-methyl-4-tert-butylinden-1-yl)hafnium